C(C1=CC=CC=C1)C1=NN2C(N=CC(=C2)C=2OC(=NN2)C(F)F)=C1 2-benzylpyrazolo[1,5-a]pyrimidin-6-yl-5-(difluoromethyl)-1,3,4-oxadiazole